ClC1=CC2=C(N(C(N=C2N2[C@H](CN(CC2)C(C=C)=O)C)=O)C2=C(C=CC=C2CC)CC)N=C1C=1C=NC=CC1 6-chloro-1-(2,6-diethylphenyl)-4-((2S)-2-methyl-4-(2-propenoyl)-1-piperazinyl)-7-(3-pyridinyl)pyrido[2,3-d]pyrimidin-2(1H)-one